O[C@H]1[C@H](O)[C@H](O)[C@H](O1)CO β-D-ribofuranose